dimethyl-3-pentanone CC(C(C(C)C)=O)C